NC(C(=O)[O-])(C(C)O)O amino-α,β-dihydroxybutyrate